N-cyclohexyl-1,5,7-trimethyl-4-oxo-4,5-dihydro-1H-pyrrolo[3,2-c]pyridine-3-carboxamide C1(CCCCC1)NC(=O)C1=CN(C2=C1C(N(C=C2C)C)=O)C